C1(CCCCC1)NCC(C)S(=O)(=O)O 3-(cyclohexylamino)-2-propanesulfonic acid